trans-3-((tert-butoxycarbonyl)amino)cyclobutyl (S)-1-(4-fluorophenyl)-3,4-dihydroisoquinoline-2(1H)-carboxylate FC1=CC=C(C=C1)[C@@H]1N(CCC2=CC=CC=C12)C(=O)O[C@@H]1C[C@H](C1)NC(=O)OC(C)(C)C